ClC=1C(=C(CN2[C@@H](C[C@@](CC2)(C(=O)O)CC2=NC(=CC(=C2C)C2=NC=CC=C2)NC2=NNC(=C2)C)C)C=CC1)F (2R,4R)-1-(3-chloro-2-fluorobenzyl)-2-methyl-4-((3'-methyl-6'-((5-methyl-1H-pyrazol-3-yl)amino)-[2,4'-bipyridin]-2'-yl)methyl)piperidine-4-carboxylic acid